C(C)(=O)NC1=CC=C(C=C1)C1N(CC(CC1)C)C(C(=O)NC=1C=NC=C(C(=O)N)C1)=O 5-(2-(2-(4-acetamidophenyl)-5-methylpiperidin-1-yl)-2-oxoacetamido)nicotinamide